7-bromo-5-chloro-1-methyl-1H-indole BrC=1C=C(C=C2C=CN(C12)C)Cl